FC=1C=CC(=C(C(=O)N(C2=CC=CC=C2)C)C1)OC=1C(=NC=NC1)N1CC2(CC1)CN(CC2)CC2=CC1=C(NC(N1)=O)C=C2 5-fluoro-N-methyl-2-((4-(7-((2-oxo-2,3-dihydro-1H-benzo[d]imidazol-5-yl)methyl)-2,7-diazaspiro[4.4]nonan-2-yl)pyrimidin-5-yl)oxy)-N-phenylbenzamide